3-hydroxy-3-methyl-1-buten OC(C=C)(C)C